BrC=1C=C2CCN(C(C2=C(C1)N1CCC2(CC2)CC1)=O)C1=NC(=NC(=C1)C)Cl 6-bromo-2-(2-chloro-6-methylpyrimidin-4-yl)-8-(6-azaspiro[2.5]oct-6-yl)-3,4-dihydroisoquinolin-1(2H)-one